Hexabromobiphenyl oxide BrC1=C(C=CC=C1)C12C(C(=C(C(=C1Br)Br)Br)Br)(Br)O2